O1CC(=CC1)C=1C=C2C(=NC1)NC(N2C2CCN(CC2)C(=O)OC(C)(C)C)=O (rac)-tert-butyl 4-[6-(2,5-dihydrofuran-3-yl)-2-oxo-3H-imidazo[4,5-b]pyridin-1-yl]piperidine-1-carboxylate